L-alanine tetrahydrofuran-3-yl ester O1CC(CC1)OC([C@@H](N)C)=O